5-methoxy-2-(trifluoromethyl)-4-vinyl-quinazoline COC1=C2C(=NC(=NC2=CC=C1)C(F)(F)F)C=C